F[C@@]12[C@H](C[C@@]3([C@@]4(OC(O[C@@H]4C[C@H]3[C@@H]2CCC2=CC(C=C[C@]12C)=O)CCC)C(CO)=O)C)O (1S,2S,4R,8S,9S,11S,12R,13S)-12-Fluoro-11-hydroxy-8-(2-hydroxyacetyl)-9,13-dimethyl-6-propyl-5,7-dioxapentacyclo[10.8.0.02,9.04,8.013,18]icosa-14,17-dien-16-one